1-amino-4-[2-anthrylamino]-9,10-dioxo-9,10-dihydro-anthracene-2-sulfonate NC1=C(C=C(C=2C(C3=CC=CC=C3C(C12)=O)=O)NC1=CC2=CC3=CC=CC=C3C=C2C=C1)S(=O)(=O)[O-]